1-methyl-3-chloro-6-bromopyridine-2-one CN1C(C(=CC=C1Br)Cl)=O